[O-2].[K+].[K+] Kalium Oxid